NC1=C(C=C(C=C1)OC)CCCC1=CC=CC=C1 1-(2-amino-5-methoxyphenyl)-3-phenylpropan